C(C)(C)(C)OC(=O)N1CCN(CC1)CC1=C(C=CC=C1)C(F)(F)F 1-(tert-butyloxycarbonyl)-4-(2-trifluoromethylbenzyl)piperazine